C[Si](CCOCN1N=NC=C1C(=O)[O-])(C)C ((2-(trimethylsilyl) ethoxy) methyl)-1H-1,2,3-triazole-5-carboxylate